3-((5-chloro-2-((2-(difluoromethoxy)-4-(8-methyl-2,8-diazaspiro[4.5]decan-2-yl)phenyl)amino)pyrimidin-4-yl)amino)thiophene-2-carboxamide ClC=1C(=NC(=NC1)NC1=C(C=C(C=C1)N1CC2(CC1)CCN(CC2)C)OC(F)F)NC2=C(SC=C2)C(=O)N